C1(CC1)C=1C=C(C=2N(C1)C=C(N2)CNC2=CC(=C1C=CC(=NC1=C2)[C@@H]2[C@H](C2)C2=NC=CC(=N2)C)N(C)C)N2C(N(C(C2)=O)C)=O |o1:24,25| (6-cyclopropyl-2-(((5-(dimethylamino)-2-((1S*,2S*)-2-(4-methylpyrimidin-2-yl)cyclopropyl)quinolin-7-yl)amino)methyl)imidazo[1,2-a]pyridin-8-yl)-3-methylimidazolidine-2,4-dione